BrC1=CC(=C(C=C1C)N(C(C#CC)=O)C1=CC=C2C(=N1)C(=NN2C)OC2CC(C(CC2)C(=O)O)(C)C)C2CC2 4-((5-(N-(4-bromo-2-cyclopropyl-5-methylphenyl)but-2-ynamido)-1-methyl-1H-pyrazolo[4,3-b]pyridin-3-yl)oxy)-2,2-dimethylcyclohexane-1-carboxylic acid